OC1=NC=CC(=C1)C1(CCC1)C(=O)O 1-(2-hydroxypyridin-4-yl)cyclobutane-1-carboxylic acid